6-bromo-3-chloro-2-(3-fluorobenzyl)aniline BrC1=CC=C(C(=C1N)CC1=CC(=CC=C1)F)Cl